N-[6-(difluoromethoxy)-5-fluoro-2-methoxypyridin-3-yl]-6-methoxy-1H-indole-3-sulfonamide FC(OC1=C(C=C(C(=N1)OC)NS(=O)(=O)C1=CNC2=CC(=CC=C12)OC)F)F